p-azidomethyl-phenylalanine N(=[N+]=[N-])CC1=CC=C(C[C@H](N)C(=O)O)C=C1